ClC1=NC(=CC=C1C(=O)O)N1N=C(C=C1)OCC1(CC1)C(F)(F)F 2-chloro-6-[3-[[1-(trifluoromethyl)cyclopropyl]methoxy]pyrazol-1-yl]pyridine-3-carboxylic acid